Benzoylamino(carboxymethyl)-3-(3-carboxypropyl)benzoic acid C(C1=CC=CC=C1)(=O)NC1=C(C(=C(C(=O)O)C=C1)CC(=O)O)CCCC(=O)O